C(C)OC(=O)C1OC1(C)C 3,3-dimethyloxirane-2-carboxylic acid ethyl ester